N-(5-hydroxy-5-methylhex-1-yn-3-yl)-2-methylpropane-2-sulfinamide OC(CC(C#C)NS(=O)C(C)(C)C)(C)C